platinum-hafnium [Hf].[Pt]